FC(N1N=C(C=C1)[C@]1(C[C@H](C=2C=NC=3N(C21)N=C(C3)F)C(=O)NC=3C=NC(=C(C3)OC)C3=NC=CC=N3)C)F (6R,8S)-8-(1-(difluoromethyl)-1H-pyrazol-3-yl)-2-fluoro-N-(5-methoxy-6-(pyrimidin-2-yl)pyridin-3-yl)-8-methyl-7,8-dihydro-6H-cyclopenta[e]pyrazolo[1,5-a]pyrimidine-6-carboxamide